2,2,2-trifluoroethyl-{3-methyl-1-[(4-methylbenzoyl)amino]butan-2-yl} carbamate C(N)(OC(CNC(C1=CC=C(C=C1)C)=O)C(CCC(F)(F)F)C)=O